O[C@@H]([C@@H](C(=O)N[C@@H](CC(C)C)B(O)O)NC(=O)C1=NC(=CC=C1)C1=CC=CC=C1)C [(1R)-1-[[(2S,3R)-3-hydroxy-2-[(6-phenylpyridine-2-carbonyl)amino]-butanoyl]amino]-3-methylbutyl]boronic acid